FC(CO)(S(=O)(=O)C1=CC2=CC=CC=C2C=C1)S(=O)(=O)C1=CC2=CC=CC=C2C=C1 2-fluoro-2,2-bis(naphthalene-2-sulfonyl)ethanol